ClC=1C=C2C(=C(C=NC2=CC1)[N+](=O)[O-])N[C@H]1C[C@H](OCC1)C 6-Chloro-N-((2R,4R)-2-methyltetrahydro-2H-pyran-4-yl)-3-nitroquinolin-4-amine